2-methyl-1-(2-(2-((1-(methylsulfonyl)piperidin-4-yl)amino)-5-(trifluoromethyl)pyrimidin-4-yl)thiazol-5-yl)propan-2-ol CC(CC1=CN=C(S1)C1=NC(=NC=C1C(F)(F)F)NC1CCN(CC1)S(=O)(=O)C)(C)O